COC(=O)C=1N(C(=CN1)NC(=O)C1[N@](C1)C(C1=CC=CC=C1)(C1=CC=CC=C1)C1=CC=CC=C1)C (S)-1-methyl-5-(1-trityl-aziridine-2-carboxamido)-1H-imidazole-2-carboxylic acid methyl ester